C(C)SN1C(CCC1=O)=O N-ethylthio-succinimide